(R)-5-(2-bromoethyl)-3,3-diethyl-pyrrolidin-2-one BrCC[C@H]1CC(C(N1)=O)(CC)CC